Ethyl 3-bromo-4-carbonylcyclohexane-1-carboxylate BrC1CC(CCC1=C=O)C(=O)OCC